C(C)(C)(C)[Si](OC(C[N+](=O)[O-])C)(C)C t-butyl-dimethyl-(1-methyl-2-nitro-ethoxy)silane